NC1=C2N=C(N(C2=NC=N1)CCNS(=O)(=O)CC)SC1=CC2=C(OCO2)C=C1C#C Ethanesulfonic acid {2-[6-amino-8-(6-ethynyl-benzo[1,3]dioxol-5-ylsulfanyl)-purin-9-yl]-ethyl}-amide